7-fluoro-4-(1-(5-(isopropoxymethyl)pyrimidin-2-yl)piperidin-4-yl)-1-methyl-1,4-dihydropyrido[2,3-b]pyrazine-2,3-dione FC1=CC2=C(N(C(C(N2C)=O)=O)C2CCN(CC2)C2=NC=C(C=N2)COC(C)C)N=C1